7-[(3R,5S)-3,5-dimethylpiperazin-1-yl]-N-(8-fluoro-2-methylimidazo[1,2-a]pyridin-6-yl)-2-methyl-1H-1,3-benzodiazole-4-carboxamide C[C@@H]1CN(C[C@@H](N1)C)C1=CC=C(C2=C1NC(=N2)C)C(=O)NC=2C=C(C=1N(C2)C=C(N1)C)F